7-((3R,4S)-4-((4-chloro-2-methoxyphenyl)amino)-3-methyl-piperidin-1-yl)-2,4-dimethyl-5-oxo-4,5-dihydrothiazolo[5,4-b]pyridine-6-carbonitrile ClC1=CC(=C(C=C1)N[C@@H]1[C@@H](CN(CC1)C=1C2=C(N(C(C1C#N)=O)C)SC(=N2)C)C)OC